5-((5-isopropyl-2-(phenyl-ethynyl)pyridin-4-yl)oxy)pyrimidine-2,4-diamine C(C)(C)C=1C(=CC(=NC1)C#CC1=CC=CC=C1)OC=1C(=NC(=NC1)N)N